tris-dimethylamino-trifluoromethyl-silane CN(C)[Si](C(F)(F)F)(N(C)C)N(C)C